(1R,4R,7R)-2-{2-[1-(cyclopropylmethyl)-1H-indol-2-yl]-7-methoxy-1-{[1-(2-methylpyrimidin-4-yl)azetidin-3-yl]methyl}-1H-1,3-benzodiazole-5-carbonyl}-2-azabicyclo[2.2.1]heptan-7-amine C1(CC1)CN1C(=CC2=CC=CC=C12)C1=NC2=C(N1CC1CN(C1)C1=NC(=NC=C1)C)C(=CC(=C2)C(=O)N2[C@@H]1CC[C@H](C2)[C@H]1N)OC